CC(=CCC/C(=C/CC/C(=C/[C@H]1[C@@H]([C@@]1(C)CC/C=C(\\C)/CCC=C(C)C)COP(=O)(O)O)/C)/C)C The molecule is a triterpenyl phosphate that is presqualene in which the hydroxy hydrogen has been replaced by a monophosphate group. It is a triterpenoid and a triterpenyl phosphate.